Linalyl anthranilate (linalyl 2-aminobenzoate) C(C)(C=C)(CCC=C(C)C)C=1C(=C(C(=O)O)C=CC1)N.C(C=1C(N)=CC=CC1)(=O)OC(C)(C=C)CCC=C(C)C